BrC=1C(=CC=2C(=NSC2N2CC3(CN(C3)C(C=C)=O)C2)C1F)Cl 1-(6-(6-bromo-5-chloro-7-fluoro-benzo[c]Isothiazol-3-yl)-2,6-diazaspiro[3.3]Heptane-2-yl)prop-2-en-1-one